C(\C=C\C1=CC=C(C=C1)O)(=O)[O-] Coumarate